BrC=1C(=CC2=C(NC(=N2)C2=CC(=CN2)C(=O)C2=C(C=CC=C2)C(F)(F)F)C1)C (5-(6-bromo-5-methyl-1H-benzo[d]imidazol-2-yl)-1H-pyrrol-3-yl)(2-(trifluoromethyl)phenyl)methanone